furylketone O1C(=CC=C1)C(=O)C=1OC=CC1